CC1=CC(=O)[C@H]([C@]2([C@H]1C[C@@H]3[C@]45[C@@H]2[C@H]([C@@H]([C@]([C@@H]4[C@H](C(=O)O3)OC(=O)CC(C)C)(OC5)C(=O)OC)O)O)C)O The molecule is a quassinoid consisting of a heteropentacyclic skeleton containing a delta-lactone moiety which is substituted at the alpha-carbon by a 3-methylbutanoyloxy group. It has a role as a metabolite and an antineoplastic agent. It is a delta-lactone, a cyclic ether, an enoate ester, an enone, an organic heteropentacyclic compound, a quassinoid, a triol, a methyl ester and a secondary alpha-hydroxy ketone.